C[C@H]1[C@@H](C[C@H]([C@@H](O1)OCCCCCCCCCC(=O)O)O)O The molecule is an omega-hydroxy fatty acid ascaroside obtained by formal condensation of the alcoholic hydroxy group of 10-hydroxydecanoic acid with ascarylopyranose (the alpha anomer). It is a metabolite of the nematode Caenorhabditis elegans. It has a role as a Caenorhabditis elegans metabolite. It is a monocarboxylic acid and an omega-hydroxy fatty acid ascaroside. It derives from a 10-hydroxycapric acid. It is a conjugate acid of an oscr#16(1-).